[3-(tetrazol-1-yl)pyrrolidin-1-yl]methanone N1(N=NN=C1)C1CN(CC1)C=O